allylammonium chloride [Cl-].C(C=C)[NH3+]